3-(3,4-difluorophenyl)-2-{2-[(2R,6S)-2,6-dimethylpiperidin-1-yl]Acetamido}propionamide FC=1C=C(C=CC1F)CC(C(=O)N)NC(CN1[C@@H](CCC[C@@H]1C)C)=O